3-propyl-morpholinylamide C(CC)C1N(CCOC1)[NH-]